Cl[Si](CCCCCCCCCCC(=O)OC1=C(C(=C(C(=C1F)F)F)F)F)(C)C pentafluorophenyl 11-(chlorodimethylsilyl)undecanoate